C(C)OC(=O)C1=COC2=C1C=C(C=C2OCC2=NN(C=C2)C)Br 5-bromo-7-((1-methyl-1H-pyrazol-3-yl)methoxy)benzofuran-3-carboxylic acid ethyl ester